1-Isopropyl-N-((3,5,6,7-tetrahydro-2H-indeno[5,6-b]furan-8-yl)carbamoyl)-1H-pyrazole-3-sulfonamide, sodium salt [Na].C(C)(C)N1N=C(C=C1)S(=O)(=O)NC(NC1=C2CCCC2=CC2=C1OCC2)=O